4-Androsten-17β-ol-3-one sulfate C[C@]12CCC3C(C1CC[C@@H]2OS(=O)(=O)O)CCC4=CC(=O)CC[C@]34C